(2S,4R)-1-((R)-2-(1-fluorocyclopropane-1-amido)-3-methyl-3-(tritylthio)butanoyl)-4-hydroxy-N-((S)-1-(4-(4-methylthiazol-5-yl)phenyl)ethyl)pyrrolidine-2-carboxamide FC1(CC1)C(=O)N[C@H](C(=O)N1[C@@H](C[C@H](C1)O)C(=O)N[C@@H](C)C1=CC=C(C=C1)C1=C(N=CS1)C)C(C)(SC(C1=CC=CC=C1)(C1=CC=CC=C1)C1=CC=CC=C1)C